C(C(C)C)NC=1N=CC2=C(N1)NC=C2C=2C=C1C(CNC(C1=CC2)=O)(C)C 6-(2-(isobutylamino)-7H-pyrrolo[2,3-d]pyrimidin-5-yl)-4,4-dimethyl-3,4-dihydroisoquinolin-1(2H)-one